C(C)(C)C1=NOC(=N1)N1CCC(CC1)OC1=NN2C(S1)=NC(=C2)C2=CC=C(C=C2)S(=O)(=O)C 3-isopropyl-5-(4-((6-(4-(methylsulfonyl)phenyl)imidazo[2,1-b][1,3,4]thiadiazol-2-yl)oxy)piperidin-1-yl)-1,2,4-oxadiazol